(5-methylpyridin-2-yl)-1H-pyrrole-1-carboxylic acid tert-butyl ester C(C)(C)(C)OC(=O)N1C(=CC=C1)C1=NC=C(C=C1)C